O[C@]([C@H](/C=C/[C@@H]([C@H](C=O)\C(\C)=C\C=C\C(CCC1=CC(=CC=C1)COC)C)C)OC(C)=O)(CC[C@@H](CC=O)O)C Acetic acid [(2s,3s,4e,6s,7s,10s)-7,10-dihydroxy-2-[(2e,4e)-8-[3-(methoxymethyl) phenyl]-6-methylocta-2,4-dien-2-yl]-3,7-dimethyl-12-oxo-1-oxododec-4-en-6-yl] ester